2-(5-chloro-1-methyl-indazol-4-yl)-1-[(1S)-5-((1R)-2-fluoro-1-hydroxy-1-methyl-ethyl)-1-Methyl-3,4-dihydro-1H-isoquinolin-2-yl]Ethanone ClC=1C(=C2C=NN(C2=CC1)C)CC(=O)N1[C@H](C2=CC=CC(=C2CC1)[C@@](CF)(C)O)C